CN1N=NC(=C1NC(O[C@H](C)C=1C(=NC=C(C1)Cl)C)=O)C1=NC=C(C=C1)NS(=O)(=O)C |r| rac-1-(5-chloro-2-methylpyridin-3-yl)ethyl (1-methyl-4-(5-(methylsulfonamido)pyridin-2-yl)-1H-1,2,3-triazol-5-yl)carbamate